ClC=1C=C(C=CC1F)NC1=NC=NC2=CC(=C(C=C12)O[C@@H]1CC[C@H](CC1)N(C)C)OC 4-[(3-chloro-4-fluorophenyl)amino]-6-(trans-4-dimethylamino-cyclohexan-1-yloxy)-7-methoxy-quinazoline